C(C1=CC=CC=C1)(=O)OCSC=1OC2=C(N1)C=CC(=C2)F ((6-fluorobenzo[d]oxazol-2-ylsulfanyl) methyl) benzoate